C(C)N1C(SC(C1=O)=CC1=CC=C(O1)C1=CC=C(C(=O)O)C=C1)S 4-{5-[(3-ethyl-4-oxo-2-mercapto-1,3-thiazolidin-5-ylidene)methyl]-2-furyl}benzoic acid